C(C1=CC=CC=C1)C=1NC(=NN1)C(=O)NC1=NC=CC(=C1)C1=C(C(=CC=C1)OCCCO)C 5-benzyl-N-(4-(3-(3-hydroxypropoxy)-2-methylphenyl)pyridin-2-yl)-4H-1,2,4-triazole-3-carboxamide